COC1=C(C=CC=C1)N(C1=CC=C(C=C1)O)C1=C(C=CC=C1)OC 4-[bis(methoxyphenyl)amino]phenol